tert-butyl 3-hydrazinylazetidine-1-carboxylate N(N)C1CN(C1)C(=O)OC(C)(C)C